methyl (2e)-2-methoxyimino-2-[2-[[(E)-[1-methyl-3-[4-(trifluorometh-oxy)phenyl]prop-2-ynylidene]amino]oxymethyl]phenyl]acetate CO\N=C(\C(=O)OC)/C1=C(C=CC=C1)CO/N=C(/C#CC1=CC=C(C=C1)OC(F)(F)F)\C